O=C1N2N(C([C@H](C3=C1C=CC=C3)NC(=O)[C@@H](CNC(OC(C)(C)C)=O)C(F)(F)F)=O)CCC2 tert-butyl ((R)-2-(((S)-5,11-dioxo-2,3,10,11-tetrahydro-1H,5H-benzo[d]pyrazolo[1,2-a][1,2]diazepin-10-yl)carbamoyl)-3,3,3-trifluoropropyl)carbamate